Tert-butyl ((6aR,8R,9S,9aR)-9-hydroxy-2,2,4,4-tetraisopropylhexahydrocyclopenta[f][1,3,5,2,4]trioxadisilocin-8-yl)carbamate O[C@H]1[C@@H](C[C@H]2[C@H]1O[Si](O[Si](OC2)(C(C)C)C(C)C)(C(C)C)C(C)C)NC(OC(C)(C)C)=O